1-myristyl-2-linoleoyl-3-acetyl-glycerol C(CCCCCCCCCCCCC)OCC(OC(CCCCCCC\C=C/C\C=C/CCCCC)=O)COC(C)=O